FC(CN1N=CC(=C1)S(=O)(=O)N1N=C2C(=C1)CN(C2)C(CN2C(CC1=CC=CC=C21)=O)=O)F 1-[2-(2-{[1-(2,2-difluoroethyl)-1H-pyrazol-4-yl]sulfonyl}-2H,4H,5H,6H-pyrrolo[3,4-c]pyrazol-5-yl)-2-oxoethyl]-2,3-dihydro-1H-indol-2-one